3-Cyclopenten-1-yl 1-{(S)-2-[(S)-3-isobutyl-2-oxo-1-piperazinyl]-4-methylvaleryl}-4-piperidinecarboxylate C(C(C)C)[C@H]1C(N(CCN1)[C@H](C(=O)N1CCC(CC1)C(=O)OC1CC=CC1)CC(C)C)=O